C(C(C)(C)C)N(CC(C)(C)C)CC N,N-dineopentylmonoethylamine